(N-Acetylacetamido)-4-cyano-N,N-dimethyl-1H-pyrazole-1-carboxamide C(C)(=O)N(C(C)=O)C1=NN(C=C1C#N)C(=O)N(C)C